4-amino-3-(2-bromo-5-(trifluoromethyl)phenoxy)benzaldehyde NC1=C(C=C(C=O)C=C1)OC1=C(C=CC(=C1)C(F)(F)F)Br